(S)-6-chloro-2-((6-(oxetan-3-yl)-5-oxo-6,7-dihydro-5H-pyrrolo[3,4-d]pyrimidin-2-yl)amino)-2,3-dihydro-1H-indene-4-carbonitrile ClC=1C=C(C=2C[C@H](CC2C1)NC=1N=CC2=C(N1)CN(C2=O)C2COC2)C#N